(S)-N-(1-(6,7-difluoro-1-methoxyisoquinolin-4-yl)ethyl)-8-fluoro-N-methylindolizine-2-carboxamide FC=1C=C2C(=CN=C(C2=CC1F)OC)[C@H](C)N(C(=O)C=1C=C2C(=CC=CN2C1)F)C